4-(hydroxyamino)-4-oxo-butyric acid ONC(CCC(=O)O)=O